8-thia-6-azapentacyclo[11.7.0.02,10.05,9.014,18]icosa-5(9),6,10-trien-17-ol C12C3CCC=4N=CSC4C3=CCC2C2CCC(C2CC1)O